CN1N=C(C=C1C)NC1=NC=C(C(=N1)C1=CNC2=C(C=CC=C12)N1C(C2=CC=CC(=C2C1)C=1C=NC(=CC1)O)=O)C 2-(3-(2-((1,5-dimethyl-1H-pyrazol-3-yl)amino)-5-methylpyrimidin-4-yl)-1H-indol-7-yl)-4-(6-hydroxypyridin-3-yl)isoindolin-1-one